NC(C(CCC(=O)OC(C)(C)C)N1C(C2=CC=C(C=C2C1)O)=O)=O tert-butyl 5-amino-4-(5-hydroxy-1-oxoisoindolin-2-yl)-5-oxopentanoate